FC1=C(C=C(C=C1)CN(CC(=O)NO)CC1=CC(=C(C=C1)F)O)O 2-[bis[(4-fluoro-3-hydroxy-phenyl)methyl]-amino]ethanehydroxamic acid